[(2S)-8-Chloro-2,3-dihydro-2-methyl-4H-1,4-benzoxazin-4-yl][5-(3-ethyl-1H-1,2,4-triazol-1-yl)-2-methoxyphenyl]methanone ClC1=CC=CC=2N(C[C@@H](OC21)C)C(=O)C2=C(C=CC(=C2)N2N=C(N=C2)CC)OC